3a-hydroxy-7b-(4-fluorobenzamido)-5b-cholanoate O[C@H]1C[C@H]2C[C@@H]([C@H]3[C@@H]4CC[C@H]([C@@H](CCC(=O)[O-])C)[C@]4(CC[C@@H]3[C@]2(CC1)C)C)NC(C1=CC=C(C=C1)F)=O